CS(=O)(=O)OCCCC#CC1=C2CN(C(C2=CC=C1)=O)C1C(NC(CC1)=O)=O 5-(2-(2,6-dioxopiperidin-3-yl)-1-oxoisoindolin-4-yl)pent-4-yn-1-yl methanesulfonate